ClC=1C2=C(N=CN1)N(C=C2CC2CCCC2)COCC[Si](C)(C)C 4-chloro-5-(cyclopentylmethyl)-7-((2-(trimethylsilyl)ethoxy)methyl)-7H-pyrrolo[2,3-d]pyrimidine